CCCCCCCCCCCCCCCCCC(=O)O[C@H](COC(=O)CCCCCCCCCCCCCCC)COC(=O)CCCCCCC/C=C\\CCCCCCCC The molecule is a triacyl-sn-glycerol in which the which the acyl groups at positions 1, 2 and 3 are specified as hexadecanoyl, octadecanoyl and (9Z)-octadecenoyl respectively. It has a role as a human blood serum metabolite. It is a triacyl-sn-glycerol and a triacylglycerol 52:1.